1-[3-(1,2,4-thiadiazol-3-yl)pyrazin-2-yl]ethanone S1N=C(N=C1)C=1C(=NC=CN1)C(C)=O